OC(C)(C)C=1C=C(C=CC1)N1C(N([C@@H](C1)C#N)C1=CN=CC2=CC=CC=C12)=O (S)-1-(3-(2-hydroxypropan-2-yl)phenyl)-3-(isoquinolin-4-yl)-2-oxoimidazolidine-4-carbonitrile